2,5-bis(dimethylhexylthio)-1,3,4-thiadiazole CC(CCCCC)(SC=1SC(=NN1)SC(CCCCC)(C)C)C